spiro[4.4]non-7-ene C1CCCC12CC=CC2